(2,5-dichloropyridin-4-yl)methanol ClC1=NC=C(C(=C1)CO)Cl